(R)-N-(5-(5-cyclopropyl-1,2,4-oxadiazol-3-yl)-2,3-dihydro-1H-inden-1-yl)-2-methyl-2H-tetrazole-5-carboxamide C1(CC1)C1=NC(=NO1)C=1C=C2CC[C@H](C2=CC1)NC(=O)C=1N=NN(N1)C